ClC1=CC(=C(O[C@H](C(=O)O)COC)C=C1F)C1CC1 (S)-2-(4-chloro-2-cyclopropyl-5-fluorophenoxy)-3-methoxypropionic acid